(3S)-5-chloro-7-[(3-{8-ethyl-2-[(1-ethylpiperidin-4-yl) amino] quinazolin-6-yl}-2,4-difluorophenyl) sulfamoyl]-2,3-dihydro-1-benzofuran-3-yl acetate C(C)(=O)O[C@@H]1COC2=C1C=C(C=C2S(NC2=C(C(=C(C=C2)F)C=2C=C1C=NC(=NC1=C(C2)CC)NC2CCN(CC2)CC)F)(=O)=O)Cl